N-((1r,4r)-4-(2-hydroxypropan-2-yl)cyclohexyl)-2-(1H-imidazol-1-yl)-5H-pyrrolo[3,2-d]pyrimidine-4-carboxamide OC(C)(C)C1CCC(CC1)NC(=O)C=1C2=C(N=C(N1)N1C=NC=C1)C=CN2